(S)-N-(2-Fluoro-4-methyl-5-(4,4,5,5-tetramethyl-1,3,2-dioxaborolan-2-yl)phenyl)-3-(2,2,2-trifluoroethyl)pyrrolidine-1-carboxamide FC1=C(C=C(C(=C1)C)B1OC(C(O1)(C)C)(C)C)NC(=O)N1C[C@@H](CC1)CC(F)(F)F